N1=C(C=CC=C1)C1=CC=CC2=CC=CC=C12 (pyridyl)naphthalene